BrC1=C2N=C(C=NC2=CC=C1OC=1C=C(C(=CC1)N)N)C=1C=NN(C1)CC1CC(C1)(F)F 4-[5-bromo-3-[1-[(3,3-difluorocyclobutyl)methyl]pyrazol-4-yl]quinoxalin-6-yl]oxybenzene-1,2-diamine